FC=1N=C2C(=CC=NC2=CC1)B(O)O 6-fluoro-1,5-naphthyridin-4-ylboronic acid